(cyclopropanesulfonyl)propanamide C1(CC1)S(=O)(=O)C(C(=O)N)C